methyl-3-[(4-chlorophenyl)methyl]-2-hydroxy-1-methyl-2-(1H-1,2,4-triazol-1-ylmethyl)cyclopentane-1-carboxylic acid methyl ester COC(=O)C1(C(C(CC1)(CC1=CC=C(C=C1)Cl)C)(CN1N=CN=C1)O)C